[N+](=O)([O-])C1=CC=C(C=C1)OC(=O)N1C[C@@H](CCC1)N1C(C(CCC1)C)=O (3'R)-3-methyl-2-oxo-[1,3'-bipiperidine]-1'-carboxylic acid-4-nitrophenyl ester